ClC1=C(C=C2C(=C(N(C2=C1F)C)C1=NNC(=N1)[C@H](CO)OC)N1C=NC=C1)OC (R)-2-(3-(6-chloro-7-fluoro-3-(1H-imidazol-1-yl)-5-methoxy-1-methyl-1H-indol-2-yl)-1H-1,2,4-triazol-5-yl)-2-methoxyethan-1-ol